Bis-Maleimidohexane C1(C=CC(N1C(CCCCC)N1C(C=CC1=O)=O)=O)=O